C(=O)(O)C=1C=C(C=C(C1)C(=O)O)C1=C(C(=C(C(=C1O)O)C1=CC(=CC(=C1)C(=O)O)C(=O)O)O)O 1,4-bis(3,5-dicarboxyphenyl)-2,3,5,6-tetrahydroxybenzene